O=C1CCC(CC1)C(=O)OCC ethyl 4-oxocyclohexane-1-carboxylate